ClC=1C=C2C=C(N(C2=CC1)C)C(=O)N1CCC(CC1)C(=O)C=1OC(=NN1)C1=CC(=CC=C1)Cl (5-chloro-1-methyl-1H-indol-2-yl)(4-(5-(3-chlorophenyl)-1,3,4-oxadiazole-2-carbonyl)piperidine-1-yl)methanone